2-(((R)-1-(3,7-dimethyl-4-oxo-2-((R)-3-(trifluoromethyl)piperidin-1-yl)-4H-pyrido[1,2-a]pyrimidin-9-yl)ethyl)amino)benzoic acid CC1=C(N=C2N(C1=O)C=C(C=C2[C@@H](C)NC2=C(C(=O)O)C=CC=C2)C)N2C[C@@H](CCC2)C(F)(F)F